ClC1=CC(=CC2=C1N(C(OC2)=O)C)B2OC(C(O2)(C)C)(C)C 8-chloro-1-methyl-6-(4,4,5,5-tetramethyl-1,3,2-dioxaborolan-2-yl)-1,4-dihydro-2H-benzo[d][1,3]oxazin-2-one